C(C)[C@@H]1[C@@H](C(N[C@@H]1CO)=O)F (3S,4S,5S)-4-ethyl-3-fluoro-5-hydroxymethyl-pyrrolidin-2-one